C(C)(C)(C)[Si](OCCCC1=CC=CC=C1)(C)C tert-butyldimethyl-(3-phenylpropoxy)silane